C(C)(C)(C)OC(=O)N[C@@H](CC1=CC=C(C=C1)NS(O)(=O)=O)C=1SC=C(N1)CO (S)-4-(2-(tert-Butoxycarbonylamino)-2-(4-(hydroxymethyl)thiazol-2-yl)ethyl)phenylsulfamic acid